C(C)(=O)C1=NN(C2=C(C=C(C=C12)C=1C=NC(=NC1)C)C)CC(=O)N1[C@@H]([C@@H]2C[C@@H]2C1)C(=O)NC1=NC(=CC=C1C)Br (1R,2S,5S)-3-(2-(3-acetyl-7-methyl-5-(2-methylpyrimidin-5-yl)-1H-indazol-1-yl)acetyl)-N-(6-bromo-3-methylpyridin-2-yl)-3-azabicyclo[3.1.0]Hexane-2-carboxamide